(S)-2-(4-(6-((4-cyano-2-fluorobenzyl)oxy)pyridin-2-yl)-2-fluoro-5-methylbenzyl)-1-(4,4-dimethyltetrahydrofuran-3-yl)-4-fluoro-1H-benzo[d]imidazole-6-carboxylic acid C(#N)C1=CC(=C(COC2=CC=CC(=N2)C2=CC(=C(CC3=NC4=C(N3[C@@H]3COCC3(C)C)C=C(C=C4F)C(=O)O)C=C2C)F)C=C1)F